FC(C(=O)O)(F)F.ClC1=C(C=C(C=C1)C(CNC1CCC(CC1)C(=O)N1CCCCC1)C1=CC=CC=C1)C=1C(=CC=C(C1F)OCCOC)C(=O)N 2'-Chloro-6-fluoro-5-(2-methoxyethoxy)-5'-(1-phenyl-2-(((1r,4r)-4-(piperidine-1-carbonyl)cyclohexyl)amino)ethyl)-[1,1'-biphenyl]-2-carboxamide trifluoroacetate